O=C1NC(CCC1N1C(C2=CC=C(C=C2C1)CNC(C1=C(C=C(C=C1)CN(CCC1=CC=CC=C1)C)O)=O)=O)=O N-((2-(2,6-dioxopiperidin-3-yl)-1-oxoisoindolin-5-yl)methyl)-2-hydroxy-4-((Methyl(phenylethyl)amino)methyl)benzamide